F[C@@H]1C[C@H](N(C1)C(CN1C(NC(C(=C1)C)=O)=O)=O)C(=O)N[C@@H](C1=CC=CC=C1)C1=NC(=C(C=C1)C(C)C)F (2S,4R)-4-fluoro-N-[(S)-[6-fluoro-5-(propan-2-yl)pyridin-2-yl](phenyl)methyl]-1-[2-(5-methyl-2,4-dioxo-1,2,3,4-tetrahydropyrimidin-1-yl)acetyl]pyrrolidine-2-carboxamide